5-(2,4-difluorophenyl)isoxazole-3-carboxamide FC1=C(C=CC(=C1)F)C1=CC(=NO1)C(=O)N